(R)-N-(1-methyl-2-carbonylazetidin-3-yl)-8-(methylamino)-6-((2-carbonyl-2H-[1,2'-bipyridinyl]-3-yl)amino)imidazo[1,2-b]pyridazine-3-carboxamide CN1C([C@@H](C1)NC(=O)C1=CN=C2N1N=C(C=C2NC)NC=2C(N(C=CC2)C2=NC=CC=C2)=C=O)=C=O